2-((1r,4r)-4-(2-(2-aminopyrimidin-4-yl)imidazo[4,5-d]pyrrolo[2,3-b]pyridin-1(6H)-yl)cyclohexyl)acetonitrile NC1=NC=CC(=N1)C1=NC=2C(=C3C(=NC2)NC=C3)N1C1CCC(CC1)CC#N